NC1=CC(=C(OC2=CC=C(C=C2)NC(C)=O)C=C1)C N-(4-(4-amino-2-methylphenoxy)phenyl)acetamide